rac-tert-Butyl N-[3-methyl-5-[[2-[(2R,5S)-5-methyl-2-[4-[[(2,2,2-trifluoroacetyl)amino]methyl]phenyl]-1-piperidyl]-2-oxo-acetyl]amino]-2-pyridyl]carbamate CC=1C(=NC=C(C1)NC(C(=O)N1[C@H](CC[C@@H](C1)C)C1=CC=C(C=C1)CNC(C(F)(F)F)=O)=O)NC(OC(C)(C)C)=O |r|